CSC1=NC=C(C(=N1)NC1CCOCC1)C(=O)O 2-(methylthio)4-((tetrahydro-2H-pyran-4-yl)amino)pyrimidine-5-carboxylic acid